[Mg].[Zn] zinc magnesium